4-Bromo-1,2-benzenedithiol BrC=1C=C(C(=CC1)S)S